amino-4-(2-chloro-3-methoxyphenyl)-3-methyl-1H-pyrrole-2-carboxylic acid methyl ester COC(=O)C=1N(C=C(C1C)C1=C(C(=CC=C1)OC)Cl)N